(1-Methyl-4-nitro-1H-indol-3-yl)methanol CN1C=C(C2=C(C=CC=C12)[N+](=O)[O-])CO